N2-(3-(2,2-Dimethyl-2,3-dihydrofuro[2,3-c]pyridin-5-yl)-1,2,4-thiadiazol-5-yl)-N3-methylpyridine-2,3-diamine hydrochloride Cl.CC1(CC=2C(=CN=C(C2)C2=NSC(=N2)NC2=NC=CC=C2NC)O1)C